CN(CCN(C1=C(C=C(C(=C1)OC)NC1=NC=C(C(=N1)NC1=C(C=CC=C1)NS(=O)(=O)C1=CC=CC=C1)F)NC(C=C)=O)C)C N-(2-((2-(dimethylamino)ethyl)(methyl)amino)-5-((5-fluoro-4-((2-(phenylsulfonamido)phenyl)amino)pyrimidin-2-yl)amino)-4-methoxyphenyl)acrylamide